N1=C(C)C(O)=C(C=O)C(CO)=C1 anti-pyridoxal